3-hydroxy-beta-ionone CC1=C(C(CC(C1)O)(C)C)/C=C/C(=O)C